FC1=C(N=C2[C@H]3C([C@@H](CC2=C1C1=C(C=CC(=C1)O)C)C3)(C)C)N3CC1(CN(C1)C(C=C)=O)CC3 1-(6-((1R,9R)-5-fluoro-6-(5-hydroxy-2-methylphenyl)-10,10-dimethyl-3-azatricyclo[7.1.1.02,7]undeca-2,4,6-trien-4-yl)-2,6-diazaspiro[3.4]octan-2-yl)-2-propen-1-one